ClC=1C=CC(=C(C#N)C1)N1C[C@@H]([C@]2(CC1)C=1C=CC(=NC1CN(C2)C[C@@H]2NCCC2)C2=C(C=CC=C2)OCC)CC 5-chloro-2-[(3'R,5R)-2-(2-ethoxyphenyl)-3'-ethyl-7-[[(2R)-pyrrolidin-2-yl]methyl]spiro[6,8-dihydro-1,7-naphthyridine-5,4'-piperidine]-1'-yl]benzonitrile